3-t-amylperoxy-1,3-dimethylbutyl methacrylate C(C(=C)C)(=O)OC(CC(C)(C)OOC(C)(C)CC)C